1-chloro-3-(5-(difluoromethyl)-1,3,4-thiadiazol-2-yl)-8-((2R,6S)-2-(hydroxymethyl)-6-methylmorpholino)-N-(3-methyloxetan-3-yl)imidazo[1,5-a]pyridine-6-sulfonamide ClC=1N=C(N2C1C(=CC(=C2)S(=O)(=O)NC2(COC2)C)N2C[C@@H](O[C@H](C2)C)CO)C=2SC(=NN2)C(F)F